COC=1N=C2C(=CC=NC2=CC1OC)OC1=C(C=C(C=C1)NC(=O)C=1C=NC(=C(C1O)C=1N(N=C(C1)C)C)C)F N-[4-[(6,7-dimethoxy-1,5-naphthyridin-4-yl)oxy]-3-fluorophenyl]-5-(2,5-dimethylpyrazol-3-yl)-4-hydroxy-6-methylpyridine-3-carboxamide